C(C1=CC=CC=C1)NC(=O)C=1N(C(N2C1CN(CC2)C(C2=CC(=C(C=C2)Br)Cl)=O)=O)C2=CC=C(C=C2)OC N-benzyl-7-(4-bromo-3-chloro-benzoyl)-2-(4-methoxyphenyl)-3-oxo-6,8-dihydro-5H-imidazo[1,5-a]pyrazine-1-carboxamide